ethyl 2-[8-[(1S)-1-Hydroxyethyl]-3,6-dimethyl-4-oxo-chromen-2-yl]cyclopropanecarboxylate O[C@@H](C)C=1C=C(C=C2C(C(=C(OC12)C1C(C1)C(=O)OCC)C)=O)C